ClC=1C=C(C=C(C1)C#N)C(C)(C)C1=CC=C(OCC2=NC(=NC=C2)N2CCC(CC2)C2CCN(CC2)CC2CCN(CC2)C(=O)OC(C)(C)C)C=C1 tert-butyl 4-((1'-(4-((4-(2-(3-chloro-5-cyanophenyl)propan-2-yl)phenoxy)methyl)pyrimidin-2-yl)-[4,4'-bipiperidine]-1-yl)methyl)piperidine-1-carboxylate